ClC1=C(C=2N=C(N=C(C2C=N1)N1CC2CCC(C1)O2)OC([2H])([2H])C21CCCN1CCC2)F 3-(7-chloro-8-fluoro-2-((tetrahydro-1H-pyrrolizin-7a(5H)-yl)methoxy-d2)pyrido[4,3-d]pyrimidin-4-yl)-8-oxa-3-azabicyclo[3.2.1]octane